C(#N)C(NC(=O)[C@@H]1[C@H]2C([C@H]2CN1C([C@H](C(C)(C)C)NC(C(F)(F)F)=O)=O)(C)C)C=1C2=C(C=NC1)C=NN2C (1R,2S,5S)-N-[cyano-(1-methylpyrazolo[4,3-c]pyridin-7-yl)methyl]-3-[(2S)-3,3-dimethyl-2-[(2,2,2-trifluoroacetyl)amino]butanoyl]-6,6-dimethyl-3-azabicyclo[3.1.0]hexane-2-carboxamide